C1(=CC=CC=C1)N(C(OC(C)(C)C)=O)CC#C tert-butyl N-phenyl-N-(prop-2-yn-1-yl)carbamate